NC1=NC=2C=CC(=CC2C2=C1COC2)C(=O)N(CC2=CC=C(C=C2)C(F)(F)F)CC 4-amino-N-ethyl-N-(4-(trifluoromethyl)benzyl)-1,3-dihydrofuro[3,4-c]quinoline-8-carboxamide